rac-4-((2R,3S,4S,5R)-3-(4-fluoro-2-methoxy-3-(methoxymethyl)phenyl)-4,5-dimethyl-5-(trifluoromethyl)tetrahydrofuran-2-carboxamido)picolinamide FC1=C(C(=C(C=C1)[C@H]1[C@@H](O[C@]([C@H]1C)(C(F)(F)F)C)C(=O)NC1=CC(=NC=C1)C(=O)N)OC)COC |r|